triphenylcarbenium tetrakis(2,4-dimethylphenyl)borate CC1=C(C=CC(=C1)C)[B-](C1=C(C=C(C=C1)C)C)(C1=C(C=C(C=C1)C)C)C1=C(C=C(C=C1)C)C.C1(=CC=CC=C1)[C+](C1=CC=CC=C1)C1=CC=CC=C1